ClC=1C(=NC=CN1)CC1(CCC(CC1)=O)C(=O)N ((3-chloropyrazin-2-yl)methyl)-4-oxocyclohexanecarboxamide